1,4,7-tripropyl-1,4,7-triazacyclononane C(CC)N1CCN(CCN(CC1)CCC)CCC